C(C1=CC=CC=C1)N[C@](C(=O)O)(CCC(C)(C)C)C (S)-2-benzylamino-2,5,5-trimethylhexanoic acid